OC=1C=C2OC3=CCC=CC3=NC2=CC1 7-hydroxyl-3H-phenoxazin